(R)-7-bromo-N-(1-(3-(difluoromethyl)-2-fluorophenyl)ethyl)-6-methoxy-2-methyl-quinazolin-4-amine-1-d BrC1=C(C=C2C(=N[C@@H](N(C2=C1)[2H])C)NC(C)C1=C(C(=CC=C1)C(F)F)F)OC